tert-butyl (2S,4R)-2-((difluoromethoxy) methyl)-4-hydroxypyrrolidine-1-carboxylate FC(OC[C@H]1N(C[C@@H](C1)O)C(=O)OC(C)(C)C)F